(octadecylimino)bis[ethanol] C(CCCCCCCCCCCCCCCCC)N(CCO)CCO